FC(S(=O)(=O)OC1=CC(=NC=C1)NC1C(NC(CC1)=O)=O)(F)F 2-((2,6-dioxopiperidin-3-yl)amino)pyridin-4-yl trifluoromethanesulfonate